glycerol tris(acetoacetate) C(CC(=O)C)(=O)OCC(OC(CC(=O)C)=O)COC(CC(=O)C)=O